C(CCCCC)OC=1C=C2C(N(C(C2=CC1NS(=O)(=O)C)=O)CC(=O)O)=O 5-hexyloxy-6-methylsulfonylamino-N-carboxymethyl-isoindoline-1,3-dione